1,3,6,8-Tetraphenylpyrene C1(=CC=CC=C1)C1=CC(=C2C=CC3=C(C=C(C4=CC=C1C2=C34)C3=CC=CC=C3)C3=CC=CC=C3)C3=CC=CC=C3